CC=1C(=C(OC1C(=O)O)C(=O)O)C.ClC=1C(=NC=CC1)C(=O)NC1(CCN(CC1)C1=NC=C(C=C1)C=1C=2N(C=C(C1)O)N=CC2C#N)C 3-chloro-N-(1-(5-(3-cyano-6-hydroxypyrazolo[1,5-a]pyridin-4-yl)pyridin-2-yl)-4-methylpiperidin-4-yl)picolinamide dimethyl-furan-2,5-dicarboxylate